1-(1,3-benzodioxolan-5-yl)propan-2-amine O1COC2=C1C=CC(=C2)CC(C)N